[N+](=O)([O-])C=1C=C(C(=O)[O-])C=C(C1)[N+](=O)[O-] 3,5-dinitrobenzoate